NCC(O)C1=CC=C(C=C1)C1(CC1)C(F)(F)F 2-amino-1-{4-[1-(trifluoromethyl)cyclopropyl]phenyl}ethan-1-ol